N1=C(C=CC=C1C1=C(C=CC=C1)C=1C(=C(C=C(C1)C)C)[O-])C1=NC(=CC=C1)C1=C(C=CC=C1)C=1C(=C(C=C(C1)C)C)[O-].C[Zr+2]C Dimethylzirconium [2',2'''-([2,2'-bipyridine]-6,6'-diyl)bis(3,5-dimethyl-[1,1'-biphenyl]-2-olate)]